C(C)C=1OC2=C(N1)C(=CC(=C2)CBr)C=2C=NC(=CC2)OC(F)(F)F ethyl-6-(bromomethyl)-4-(6-(trifluoromethoxy)pyridin-3-yl)benzo[d]oxazole